5-[(3-carbamoylphenyl)methyl]-10-propyl-5H,6H,7H,8H,9H,10H-cyclohepta[b]indole-4-carboxylic acid C(N)(=O)C=1C=C(C=CC1)CN1C2=C(C3=CC=CC(=C13)C(=O)O)C(CCCC2)CCC